(E)-2-(3-methoxy-4-(methoxymethoxy)phenylvinyl)-5-methyl-6-nitrobenzo[d]thiazole COC=1C=C(C=CC1OCOC)/C=C/C=1SC2=C(N1)C=C(C(=C2)[N+](=O)[O-])C